N-(4-fluorophenyl)-N-(7-nitrobenzo[c][1,2,5]oxadiazol-4-yl)acetamide FC1=CC=C(C=C1)N(C(C)=O)C1=CC=C(C2=NON=C21)[N+](=O)[O-]